COC=1C=C(C=CC1)S(=O)(=O)N1CC(C1)S(=O)(=O)N1C2=C(OCC1)C(=CN=C2)C2=CC=C(C#N)C=C2 4-(4-((1-((3-methoxyphenyl)sulfonyl)azetidin-3-yl)sulfonyl)-3,4-dihydro-2H-pyrido[4,3-b][1,4]-oxazin-8-yl)benzonitrile